4-methylpyrazolo[1,5-a]pyridine-3-carboxylate CC=1C=2N(C=CC1)N=CC2C(=O)[O-]